(2-ethyl-5-methoxy-4-nitrophenyl)-2-(pyrrol-1-yl)-7-azaspiro[3.5]nonane C(C)C1=C(C=C(C(=C1)[N+](=O)[O-])OC)C1C(CC12CCNCC2)N2C=CC=C2